NC1=NC=CC(=N1)C1=C(N=C(S1)C(C)(C)C)C=1C(=C(C=CC1)NS(=O)(=O)C1=C(C=CC=C1F)F)F N-[3-[5-(2-Amino-4-pyrimidinyl)-2-(2-methyl-2-propanyl)-1,3-thiazol-4-yl]-2-fluorophenyl]-2,6-difluorobenzenesulfonamide